8-bromo-3-methyl-2-morpholino-6-(trifluoromethyl)quinazolin-4(3H)-one BrC=1C=C(C=C2C(N(C(=NC12)N1CCOCC1)C)=O)C(F)(F)F